(2S)-1-[2-[(3R)-3-[(6-methoxy-4-quinolinyl)amino]pyrrolidin-1-yl]acetyl]pyrrolidine-2-carbonitrile COC=1C=C2C(=CC=NC2=CC1)N[C@H]1CN(CC1)CC(=O)N1[C@@H](CCC1)C#N